BrC=1C=C2C(=NN=C(C2=CC1)C1=C(C=C(C=C1)C1CC1)O)N[C@H]1CN(CCC1)C (R)-2-(6-bromo-4-((1-methylpiperidin-3-yl)amino)phthalazin-1-yl)-5-cyclopropylphenol